(6,7-dimethoxyquinolin-4-yl)piperidin-4-one COC=1C=C2C(=CC=NC2=CC1OC)N1CCC(CC1)=O